CC1=CC=C(OCCC(C=CC=CC=CC(CCO)O)O)C=C1 12-(4-methylphenoxy)dodeca-4,6,8-triene-1,3,10-triol